O=C1NC(CN1)=O 2,5-dioxoimidazolin